Cl.COC1=C(CN)C=CC(=C1)C 2-methoxy-4-methylbenzylamine hydrochloride salt